2-(4''-chloro-[1,1':2',1''-terphenyl]-4-yl)-4,6-diphenyl-1,3,5-triazine ClC1=CC=C(C=C1)C=1C(=CC=CC1)C1=CC=C(C=C1)C1=NC(=NC(=N1)C1=CC=CC=C1)C1=CC=CC=C1